COC1=NC=C(C=N1)CN1CCCCC1 1-((2-methoxypyrimidin-5-yl)methyl)piperidin